O=C\1N(C2=CC=CC=C2/C1=C(\CCCC(=O)O)/CCCCCC)C1=CC=CC=C1 (E)-5-(2-oxo-1-phenylindolin-3-ylidene)undecanoic acid